11,11-dimethyl-4,8-dimethyl-bicyclo[7.2.0]undecane CC1(CC2C(CCCC(CCC12)C)C)C